FC=1C(=NC(=NC1)NC1=NC=C(C=C1)C1CNCC1)C1=C(C=2C(N(C=C(C2S1)C(C)C)C)=O)C 2-(5-Fluoro-2-((5-(pyrrolidin-3-yl)pyridin-2-yl)amino)pyrimidin-4-yl)-7-isopropyl-3,5-dimethylthieno[3,2-c]pyridin-4(5H)-one